2-benzyl-7-[2-(3-chloro-2-pyridyl)-5-(trifluoromethyl)pyrazol-3-yl]-5-methyl-pyrazolo[3,4-f][3,1]benzoxazin-9-one C(C1=CC=CC=C1)N1N=C2C(C=C(C3=C2C(OC(=N3)C=3N(N=C(C3)C(F)(F)F)C3=NC=CC=C3Cl)=O)C)=C1